N-(4-(4-amino-7-(2-cyano-1-(methyl-d3)-1H-imidazol-4-yl)-3-(3-fluoro-4-((4-methylpyrimidin-2-yl)oxy)phenyl)thieno[3,2-c]pyridin-2-yl)-3-methylphenyl)methacrylamide NC1=NC=C(C2=C1C(=C(S2)C2=C(C=C(C=C2)NC(C(=C)C)=O)C)C2=CC(=C(C=C2)OC2=NC=CC(=N2)C)F)C=2N=C(N(C2)C([2H])([2H])[2H])C#N